C(C)(SCC(=O)Br)=O S-(2-bromo-2-oxoethyl) ethanethioate